N(N)C1=NNC=C1 3-hydrazino-1H-pyrazole